(E)-3-((2-(pyrimidin-2-yl)hydrazineylidene)methyl)-1H-indole N1=C(N=CC=C1)N\N=C\C1=CNC2=CC=CC=C12